CP(=O)(C)C1=C(C=CC=C1)NC1=NC(=NC=C1C(F)(F)F)NC1=C(C=C(C(=O)NOC)C=C1)OC(C)C 4-((4-((2-(dimethylphosphoryl)phenyl)amino)-5-(trifluoromethyl)pyrimidin-2-yl)amino)-N-methoxy-3-(isopropoxy)benzamide